CC1OC(NC12CC(C2)C(=O)O)=O 8-methyl-6-oxo-7-oxa-5-azaspiro[3.4]octane-2-carboxylic acid